CC1=C(C2=C(N3C(COC2)=NN=C3C)S1)C1=CC=CC=C1 2,9-dimethyl-3-phenyl-4H,6H-thieno[2,3-e][1,2,4]triazolo[3,4-c][1,4]oxazepine